CC(=C[C@@H]1N2C3=C(C=CC(=C3)OC)C4=C2[C@H](CC(OO1)(C)C)N5C(=O)[C@@H]6CCCN6C(=O)[C@@]5([C@H]4O)O)C The molecule is an organic heterohexacyclic compound that is a mycotoxic indole alkaloid isolated from Penicillium and Aspergillus species. It has a role as a mycotoxin, a potassium channel blocker, a GABA modulator, an Aspergillus metabolite and a Penicillium metabolite. It is an indole alkaloid, a diol, an aromatic ether, an organic peroxide and an organic heterohexacyclic compound.